3-(4-cyano-benzoyl)-1-methylimidazole C(#N)C1=CC=C(C(=O)N2CN(C=C2)C)C=C1